8-((2S,5R)-4-(2-(4-fluorophenyl)-2-methoxyethyl)-2,5-dimethylpiperazin-1-yl)-5-methyl-6-oxo-5,6-dihydro-1,5-naphthyridine-2-carbonitrile FC1=CC=C(C=C1)C(CN1C[C@@H](N(C[C@H]1C)C1=CC(N(C=2C=CC(=NC12)C#N)C)=O)C)OC